2-bromo-N-(3-methoxyphenyl)-N-methylaniline BrC1=C(N(C)C2=CC(=CC=C2)OC)C=CC=C1